N-(2-Methoxyethyl)-2-(2-methylbenzamido)benzamide COCCNC(C1=C(C=CC=C1)NC(C1=C(C=CC=C1)C)=O)=O